2-[phenyl(piperidin-4-yl)amino]ethanol hydrochloride salt Cl.C1(=CC=CC=C1)N(CCO)C1CCNCC1